FC1=CC(=C(C=C1)C1=CC(=CC=C1)C=O)C1=NN=CN1C 4'-fluoro-2'-(4-methyl-1,2,4-triazol-3-yl)-[1,1'-biphenyl]-3-carbaldehyde